C(C1=CC=CC=C1)OC1=CC=CC2=C1C(=C(S2)C(F)F)C(=O)NC2CC(C2)(F)F (benzyloxy)-N-(3,3-difluorocyclobutyl)-2-(difluoromethyl)-1-benzothiophene-3-carboxamide